5-methyl-5-(2-(trimethylsilyl)ethynyl)oxolan-2-one bis((2-(methoxymethyl)-3-oxoquinuclidin-2-yl)methyl)((1R,3S)-cyclohexane-1,3-diyl)dicarbamate COCC1(N2CCC(C1=O)CC2)CN(C(O)=O)[C@H]2C[C@H](CCC2)N(C(O)=O)CC2(N1CCC(C2=O)CC1)COC.CC1(CCC(O1)=O)C#C[Si](C)(C)C